2-Chloro-4-iodopyridine-3-formaldehyde ClC1=NC=CC(=C1C=O)I